OCC(COC1=NC(=CC=C1)N1CCOCC1)C 2-(3-hydroxy-2-methylpropoxy)-6-morpholinopyridin